methyl 6-amino-2-(4-chloro-2-fluoro-3-methoxyphenyl)-5-methoxypyrimidine-4-carboxylate NC1=C(C(=NC(=N1)C1=C(C(=C(C=C1)Cl)OC)F)C(=O)OC)OC